BrC=1C(=C(C(=O)OCC)C(=CN1)F)OC=1C(=NC(=CC1)F)C ethyl 2-bromo-5-fluoro-3-((6-fluoro-2-methylpyridin-3-yl)oxy)isonicotinate